(2S,4S)-1-((R)-2-(2-naphthoylamino)-3-cyclohexylpropionyl)-N-((R or S)-4-(2-amino-2-oxoacetyl)oxepan-4-yl)-4-(5-(2-hydroxypropan-2-yl)-1H-1,2,3-triazol-1-yl)pyrrolidine-2-carboxamide C1=C(C=CC2=CC=CC=C12)C(=O)N[C@@H](C(=O)N1[C@@H](C[C@@H](C1)N1N=NC=C1C(C)(C)O)C(=O)N[C@]1(CCOCCC1)C(C(=O)N)=O)CC1CCCCC1 |o1:33|